[NH4+].O(P([O-])(=O)OP(=O)([O-])[O-])C\C=C(/C)\CC\C=C(\CC\C=C(/C)\CCC=C(C)C)/C.[NH4+].[NH4+] geranylgeranyl pyrophosphate, ammonium salt